(5S,7S)-5-(2,6-difluorophenyl)-7-fluoro-6,7-dihydro-5H-pyrrolo[1,2-b][1,2,4]triazole-2-thiol FC1=C(C(=CC=C1)F)[C@@H]1C[C@@H](C=2N1N=C(N2)S)F